C(C)(C)(C)OC(=O)NC=1C=C(C=CC1)C1=CC=2[C@H]3[C@@H]([C@H](N(C2C=C1)C(=O)OC(C)(C)C)CO)CCN3CC3=CC=NC=C3 tert-butyl (3aS,4S,9bR)-8-(3-((tert-butoxycarbonyl) amino) phenyl)-4-(hydroxymethyl)-1-(pyridin-4-ylmethyl)-1,2,3,3a,4,9b-hexahydro-5H-pyrrolo[3,2-c]quinoline-5-carboxylate